3-(3,5-difluoro-4-(4-(oxetan-3-yl)piperazin-1-yl)phenyl)-5-((isoxazol-3-ylamino)methyl)oxazolidin-2-one FC=1C=C(C=C(C1N1CCN(CC1)C1COC1)F)N1C(OC(C1)CNC1=NOC=C1)=O